7-Amino-3-((S)-1-((E)-3-((R)-1-methylazetidin-2-yl)acryloyl)piperidin-3-yl)-1-(4-phenoxyphenyl)-1,5-dihydro-4H-pyrrolo[2,3-d]pyridazin-4-on NC1=NNC(C2=C1N(C=C2[C@H]2CN(CCC2)C(\C=C\[C@@H]2N(CC2)C)=O)C2=CC=C(C=C2)OC2=CC=CC=C2)=O